ClC1=CC=C(C(=N1)C(=O)OC(C)(C)C)N[C@H](C)C=1C=C(C=C2C(C(=C(OC12)C=1C=NC=CC1)C)=O)C tert-butyl 6-chloro-3-[[(1R)-1-[3,6-dimethyl-4-oxo-2-(3-pyridyl)chromen-8-yl]ethyl]amino]pyridine-2-carboxylate